3-bromo-5-chloro-2-(2-nitrocycloheptyl)-N-(2-thienylmethyl)thieno[3,2-b]pyridin-7-amine BrC1=C(SC=2C1=NC(=CC2NCC=2SC=CC2)Cl)C2C(CCCCC2)[N+](=O)[O-]